(4-hydroxybutyl)nitrogen OCCCC[N]